(S)-N-(3-((1-(6-(2-(4-cyclopropylpyrimidin-5-yl)-4-fluorophenoxy)-1,2,4-triazine-5-yl)pyrrolidin-3-yl)methyl)-3-azaspiro[5.5]undecane-9-yl)furan-2-carboxamide C1(CC1)C1=NC=NC=C1C1=C(OC2=C(N=CN=N2)N2C[C@@H](CC2)CN2CCC3(CC2)CCC(CC3)NC(=O)C=3OC=CC3)C=CC(=C1)F